NC1=CC=2C3=C(C(N(C2C=C1)C)=O)O[C@H](C[C@@H](N3)C)C (2S,4S)-10-amino-2,4,7-trimethyl-1,2,3,4-tetrahydro-[1,4]oxazepino[2,3-c]quinolin-6(7H)-one